selenoarsenate [As]([O-])([O-])([O-])=[Se]